3-(4-fluorophenyl)-4-(6-methoxyindolin-1-yl)-1H-pyrrole-2,5-dione FC1=CC=C(C=C1)C=1C(NC(C1N1CCC2=CC=C(C=C12)OC)=O)=O